ClC=1N=C2C(=C(C(N(C2=CC1)C)=O)C#N)N1CCC2(CC1)CC1=CC=CC=C1C2 6-chloro-1-methyl-2-oxo-4-spiro[indan-2,4'-piperidine]-1'-yl-1,5-naphthyridine-3-carbonitrile